NNC(NN)=S diaminothiourea